C(C)C1=CC=C(C=N1)C1OC2=C(C=C(C=C2CC1)CN1C=NC=2C1=NC=C(C2)C#CC(C)(N)C)OC 4-(3-((2-(6-ethylpyridin-3-yl)-8-methoxychroman-6-yl)methyl)-3H-imidazo[4,5-b]pyridin-6-yl)-2-methylbut-3-yn-2-amine